4-(piperazin-1-yl)-2-(pyridin-4-yl)-1,7-naphthyridin N1(CCNCC1)C1=CC(=NC2=CN=CC=C12)C1=CC=NC=C1